NC1=CC=C(C=C1)[C@@H]1CN(CCO1)C(=O)OC(C)(C)C |r| Racemic-tert-butyl 2-(4-aminophenyl)morpholine-4-carboxylate